di-phenyl-iodonium C1(=CC=CC=C1)[I+]C1=CC=CC=C1